CN1C(=NC=C1)C1=NOC(=N1)C1=CC2=C(N(N=N2)C(C)C)C=C1 5-[3-(1-methyl-1H-imidazol-2-yl)-1,2,4-oxadiazol-5-yl]-1-(propan-2-yl)-1H-1,2,3-benzotriazole